2-chloro-1,7-naphthyridin-8(7H)-one ClC1=NC=2C(NC=CC2C=C1)=O